2-(2-oxabicyclo[2.1.1]hexan-4-yl)-6-isopropoxy-2H-pyrazolo[3,4-b]pyridine-5-carboxylic acid C12OCC(C1)(C2)N2N=C1N=C(C(=CC1=C2)C(=O)O)OC(C)C